Benzyl (S)-1,3-dichloro-4-oxo-4,6,7,8-tetrahydropyrrolo[1,2-a]pyrazine-6-carboxylate ClC1=C2N(C(C(=N1)Cl)=O)[C@@H](CC2)C(=O)OCC2=CC=CC=C2